COC1=C(CNC2=NC=3C(=CC(=CC3C=3N2N=C(N3)[C@@H]3CC[C@@H](N(C3)C(=O)C=3N=NN(C3)C3COC3)C)F)F)C=CC(=C1)OC ((2S,5R)-5-(5-((2,4-dimethoxybenzyl)amino)-7,9-difluoro-[1,2,4]triazolo[1,5-c]quinazolin-2-yl)-2-methylpiperidin-1-yl)(1-(oxetan-3-yl)-1H-1,2,3-triazol-4-yl)methanone